4-nitrophenyl 1-(4-methoxy-3-(5-methyloxazol-2-yl)phenyl)-3-methyl-5-oxo-4,5-dihydro-1H-pyrazole-4-carboxylate COC1=C(C=C(C=C1)N1N=C(C(C1=O)C(=O)OC1=CC=C(C=C1)[N+](=O)[O-])C)C=1OC(=CN1)C